N-(2-((R)-4-Cyanothiazolidin-3-yl)-2-oxoethyl)-6-((3S,5R)-3,5-dimethyl-morpholino)quinoline-4-carboxamide C(#N)[C@H]1N(CSC1)C(CNC(=O)C1=CC=NC2=CC=C(C=C12)N1[C@H](COC[C@H]1C)C)=O